4-[cyclopropyl-[4-(5,6,7,8-tetrahydro-1,8-naphthyridin-2-yl)butyl]amino]-2-[(4-fluorophenyl)methoxycarbonylamino]butanoic acid C1(CC1)N(CCC(C(=O)O)NC(=O)OCC1=CC=C(C=C1)F)CCCCC1=NC=2NCCCC2C=C1